7-methyl-7-(tert-butylazo)octanoic acid CC(CCCCCC(=O)O)(C)N=NC(C)(C)C